rac-(3R,4S)-1-(4-aminopyrimidin-2-yl)-3-methylpiperidin-4-ol NC1=NC(=NC=C1)N1C[C@H]([C@H](CC1)O)C |r|